(1S,4S)-(-)-2-Boc-2,5-diazabicyclo[2.2.1]heptane CC(C)(C)OC(=O)N1C[C@@H]2C[C@H]1CN2